Br[C@](C(=O)[O-])(O)[C@@](C)(O)[C@H](O)[C@H](O)C bromoevalonate